C(C1=CC=C(C(=O)[N+]#[C-])C=C1)(=O)[N+]#[C-] terephthaloyl diisonitrile